6-(2-amino-6-fluoro-5-(4-(1-(2-hydroxyethyl)-2,5-dihydro-1H-pyrrol-3-yl)phenyl)pyridin-3-yl)-3,4-dihydroisoquinolin-1(2H)-one NC1=NC(=C(C=C1C=1C=C2CCNC(C2=CC1)=O)C1=CC=C(C=C1)C=1CN(CC1)CCO)F